FC1=NC=CC(=C1C1CCC(CC1)C1=CC=2C(=NC(=CN2)C)N(C1=O)CC1=NC=CN=C1C(F)(F)F)C 7-((1s,4s)-4-(2-fluoro-4-methylpyridin-3-yl)cyclohexyl)-3-methyl-5-((3-(trifluoromethyl)pyrazin-2-yl)methyl)pyrido[2,3-b]pyrazin-6(5H)-one